di(octadecyl) phosphate P(=O)(OCCCCCCCCCCCCCCCCCC)(OCCCCCCCCCCCCCCCCCC)[O-]